CC1=C(C=NN1)C1=CC=C2C(=N1)SC(=N2)NC2=NC=CC(=C2)N2CCN(CC2)C2CCOCC2 5-(5-methyl-1H-pyrazol-4-yl)-N-(4-(4-(tetrahydro-2H-pyran-4-yl)piperazin-1-yl)pyridin-2-yl)thiazolo-[5,4-b]pyridin-2-amine